[Na].NC1=CC=C(C(NCC(=O)O)=O)C=C1 para-Aminohippuric acid sodium